diisopropyl norbornene-2,3-dicarboxylate C12C(=C(C(CC1)C2)C(=O)OC(C)C)C(=O)OC(C)C